1-((4-methoxybenzyl)oxy)-4-(methoxymethyl)-2-nitrobenzene COC1=CC=C(COC2=C(C=C(C=C2)COC)[N+](=O)[O-])C=C1